(((2R,3R,4R,5R)-5-(2-amino-6-(methylamino)-9H-purin-9-yl)-4-fluoro-4-methyl-3-(propionyloxy)tetrahydrofuran-2-yl)methoxy)methyl pivalate C(C(C)(C)C)(=O)OCOC[C@H]1O[C@H]([C@]([C@@H]1OC(CC)=O)(C)F)N1C2=NC(=NC(=C2N=C1)NC)N